O=C(CCCO)NCCC[C@H](CO)NC(C[C@@H](CCCCCCCCCCC)O)=O 4-oxo-5-aza-9(R)-[(R)-3-hydroxytetradecanoylamino]decane-1,10-diol